[2-(aminomethyl)-3,3-difluoro-allyl]-4-[(5-bromo-2-thienyl)methyl]-1,2,4-triazol-3-one trifluoroacetate salt FC(C(=O)O)(F)F.NCC(CC=1N(C(NN1)=O)CC=1SC(=CC1)Br)=C(F)F